Ethyl 7-(methylamino)heptanoat CNCCCCCCC(=O)OCC